4-benzyl-1-(3-chloro-4-(difluoromethyl)-5-(trifluoromethyl)pyridin-2-yl)piperazine C(C1=CC=CC=C1)N1CCN(CC1)C1=NC=C(C(=C1Cl)C(F)F)C(F)(F)F